tris(2,4-pentanedione) aluminum (III) [Al+3].CC(CC(C)=O)=O.CC(CC(C)=O)=O.CC(CC(C)=O)=O